C(CCC)[P+](CCCC)(CCCC)CCCC.C(CCCCCCCCCCC)S(=O)(=O)[O-] dodecylsulfonic acid tetrabutylphosphonium salt